1-(3-chloro-4-((5-chloropyrazin-2-yl)thio)pyridin-2-yl)-N,N-dimethyl-1H-pyrazole-4-carboxamide ClC=1C(=NC=CC1SC1=NC=C(N=C1)Cl)N1N=CC(=C1)C(=O)N(C)C